C(C)OC(=O)C1=CC=2C(=CN=CC2C#CC2=CC=CC=C2)S1 4-(phenylethynyl)thieno[2,3-c]pyridine-2-carboxylic acid ethyl ester